(Z)-1-(4-amino-2-fluorobut-2-en-1-yl)-4-(3-(diethoxyphosphoryl)phenyl)-1H-benzo[d]imidazole-6-carboxylic acid methyl ester COC(=O)C=1C=C(C2=C(N(C=N2)C/C(=C/CN)/F)C1)C1=CC(=CC=C1)P(=O)(OCC)OCC